C1(=CC=CC=C1)N(C(NCC1CCC(CC1)COCC(=O)O)=O)C1=CC=CC=C1 2-((4-((3,3-diphenylureido)methyl)cyclohexyl)methoxy)acetic acid